ClC=1C=C(C=C(C1)Cl)C1(CC(=NO1)C1=CC(=C(C(=O)N[C@@H]2[C@@H](S(C2)=O)[O-])C=C1)C)C(F)(F)F 4-[5-(3,5-dichlorophenyl)-4,5-dihydro-5-(trifluoromethyl)-3-isoxazolyl]-2-methyl-N-(cis-1-oxo(oxido)-3-thietanyl)-benzamide